5-hydroxydopamine HCL Cl.OC=1C(=C(C=C(CCN)C1)O)O